3-(3-Cyclobutylphenyl)-N-methylcyclobutan-1-amine, Trifluoroacetate Salt FC(C(=O)O)(F)F.C1(CCC1)C=1C=C(C=CC1)C1CC(C1)NC